NC1=NC=C(C(=O)NC2=CC(=CC=C2)C=2N=C(C3=C(N2)C2=C(O3)N=CC=C2)N2CCOCC2)C=C1 6-amino-N-(3-(4-morpholinopyrido[3',2':4,5]furo[3,2-d]pyrimidin-2-yl)phenyl)nicotinamide